C1(=CC(=CC=C1)C1=NN=C(O1)C1(CN(CCC1)C#N)F)C1=CC=CC=C1 3-(5-([1,1'-biphenyl]-3-yl)-1,3,4-oxadiazol-2-yl)-3-fluoropiperidine-1-carbonitrile